tert-butyl 9-(2-(4-(2,4-dioxotetrahydropyrimidin-1(2H)-yl) phenoxy) ethyl)-3,9-diazaspiro[5.5]undecane-3-carboxylate O=C1N(CCC(N1)=O)C1=CC=C(OCCN2CCC3(CCN(CC3)C(=O)OC(C)(C)C)CC2)C=C1